2,3-Dimethylbutene CC(C)C(=C)C